O1C(COCC1)[C@@H](C)OC=1C=NC=CC1C#N 3-{(1R)-1-[1,4-dioxan-2-yl]ethoxy}pyridine-4-carbonitrile